C(=O)(O)C=1C=C(C=C(C1)C(=O)O)P(CC)(CC)=O 3,5-dicarboxyphenyl-diethyl-phosphine oxide